C1(CC1)C1=C(C(=NO1)C1=C(C=CC=C1Cl)Cl)COC1CCN(CC1)C1=C(C=C(/C(/N)=N/O)C=C1)F (Z)-4-(4-((5-cyclopropyl-3-(2,6-dichlorophenyl)isoxazol-4-yl)methoxy)piperidin-1-yl)-3-fluoro-N'-hydroxybenzimidamide